[N+](=O)([O-])C1=CC=C(C=C1)C=1CCOCC1 4-(4-nitrophenyl)-3,6-dihydro-2H-pyran